C(C)(C)(C)C1[C@](N(CC[C@@]1(C(=O)O)CC1=NC(=CC(=C1F)C1(COC1)O)Br)C(=O)O)(C)C(C)(C)C di-tert-butyl-(2r,4r)-4-((6-bromo-3-fluoro-4-(3-hydroxyoxetan-3-yl)pyridin-2-yl)methyl)-2-methylpiperidine-1,4-dicarboxylic acid